1-(4-(3-chloro-2-(pyrrolidin-1-yl)phenoxy)piperidine-1-carbonyl)-1H-pyrazole-3-carboxylic acid ClC=1C(=C(OC2CCN(CC2)C(=O)N2N=C(C=C2)C(=O)O)C=CC1)N1CCCC1